BrCC1=CN=C(S1)C#N 5-bromomethyl-2-cyanothiazole